N-(2,4-dinitrophenyl)-6-methoxy-2-(2-pyridyl)-5-(trifluoromethyl)-4-pyrimidinamine [N+](=O)([O-])C1=C(C=CC(=C1)[N+](=O)[O-])NC1=NC(=NC(=C1C(F)(F)F)OC)C1=NC=CC=C1